BrC=1C=C(C=CC1)C1(CC(C1)OC)C1=NN=CN1C 3-[1-(3-bromophenyl)-3-methoxy-cyclobutyl]-4-methyl-4H-1,2,4-triazole